1,5-dihydro-2,4-benzodiazepine-3-one C1NC(NCC2=C1C=CC=C2)=O